C(C)(C)(C)OC(=O)N1CCCCC1 hexahydropyridine-1-carboxylic acid tertiary butyl ester